4-(bicyclo[1.1.1]Pentane-1-ylamino)pyrimidine-5-carbonitrile C12(CC(C1)C2)NC2=NC=NC=C2C#N